N-(4-(2-chloro-5-fluorobenzyloxy)phenyl)-3,4-dihydro-2H-[1,4]oxazino[2,3-f]quinazolin-10-amine ClC1=C(COC2=CC=C(C=C2)NC2=NC=NC3=CC=C4C(=C23)OCCN4)C=C(C=C1)F